OC1=C(CCO1)CCC (5R)-5-hydroxy-4-propyl-dihydrofuran